Methyl 2-(((2R,4S)-4-((2-((4-cyano-2-fluorophenoxy)methyl)pyrimidin-4-yl)oxy)-2-(hydroxymethyl)piperidin-1-yl)methyl)-1-(((S)-oxetan-2-yl)methyl)-1H-benzo[d]imidazole-6-carboxylate C(#N)C1=CC(=C(OCC2=NC=CC(=N2)O[C@@H]2C[C@@H](N(CC2)CC2=NC3=C(N2C[C@H]2OCC2)C=C(C=C3)C(=O)OC)CO)C=C1)F